C(#N)C#CC1=CC=CC=C1 cyanophenylvinylene